6-fluoro-5-(4-((8-fluoro-3-methyl-2-oxo-1,2-dihydroquinolin-7-yl)methyl-d2)piperazin-1-yl)-N-methylpyridineamide FC1=C(C=CC(=N1)C(=O)NC)N1CCN(CC1)C([2H])([2H])C1=CC=C2C=C(C(NC2=C1F)=O)C